C(C)(C)(C)N(C(O)=O)C=1SC=C(N1)Br.COC=1C=C(C=CC1OC)C=1OC2=CC(=C(C(=C2C(C1)=O)O)OC)O 2-(3,4-dimethoxyphenyl)-5,7-dihydroxy-6-methoxychromen-4-one tert-butyl-(4-bromothiazol-2-yl)carbamate